C(C)(C)(C)OC(=O)N1C2CN(CC1CC2)C=2C1=C(N=C(N2)OCC2(CC2)C=O)C(=C(N=C1)C1=CC(=CC2=CC=CC(=C12)CC)OCOC)F tert-butyl-3-[7-[8-ethyl-3-(methoxymethoxy)-1-naphthyl]-8-fluoro-2-[(1-formylcyclopropyl)methoxy]pyrido[4,3-d]pyrimidin-4-yl]-3,8-diazabicyclo[3.2.1]octane-8-carboxylate